Mercaptoamine SN